6-(4-((2-phenylpyrimidin-5-yl)methyl)-4H-thieno[3,2-b]pyrrole-3-carboxamido)spiro[3.3]heptane-2-carboxylic acid C1(=CC=CC=C1)C1=NC=C(C=N1)CN1C2=C(C=C1)SC=C2C(=O)NC2CC1(CC(C1)C(=O)O)C2